S1C(=NN=C1)C=1C=C2C=C(N=CC2=CC1)NC(=O)C=1C=CC(=NC1)C(=O)NC N5-(6-(1,3,4-Thiadiazol-2-yl)isoquinolin-3-yl)-N2-methylpyridine-2,5-dicarboxamide